5-chloro-6-fluoro-4-(2-((1S,2S)-2-fluorocyclopropane-1-carboxamido)thiazolo[5,4-b]pyridin-5-yl)-N,N-dimethyl-1H-indazole-7-carboxamide ClC=1C(=C2C=NNC2=C(C1F)C(=O)N(C)C)C1=CC=C2C(=N1)SC(=N2)NC(=O)[C@H]2[C@H](C2)F